2-(3-ethylsulfonyl-5-trifluoromethyl-pyridin-2-yl)-3-methyl-6-trifluoromethylsulfonyl-3H-imidazo[4,5-b]pyridine C(C)S(=O)(=O)C=1C(=NC=C(C1)C(F)(F)F)C1=NC=2C(=NC=C(C2)S(=O)(=O)C(F)(F)F)N1C